N-[(4,6-dichloro-3-pyridyl)methyl]-1-phenyl-methanamine ClC1=C(C=NC(=C1)Cl)CNCC1=CC=CC=C1